5-[(2-aminopyridine-4-yl)methyl]-3,4-difluoro-2-(2-fluoro-4-iodoanilino)benzamide NC1=NC=CC(=C1)CC=1C(=C(C(=C(C(=O)N)C1)NC1=C(C=C(C=C1)I)F)F)F